tert-butyl 6-chloro-3H-spiro[furo[3,2-c]pyridine-2,3'-pyrrolidine]-1'-carboxylate ClC1=CC2=C(C=N1)CC1(CN(CC1)C(=O)OC(C)(C)C)O2